5-(1'-cyclopropyl-[1,4'-bipiperidin]-4-yl)-4-fluoro-1-methyl-2-(4-(methylsulfonyl)phenyl)-1H-benzo[d]imidazole C1(CC1)N1CCC(CC1)N1CCC(CC1)C1=C(C2=C(N(C(=N2)C2=CC=C(C=C2)S(=O)(=O)C)C)C=C1)F